IRON-ZIRCONIUM [Zr].[Fe]